6-Benzylaminopurin C(C1=CC=CC=C1)NC1=C2NC=NC2=NC=N1